racemic-ethyl (E)-3-[4-[5-[5-[(4,6-difluoro-1H-indol-5-yl)oxy]-2-fluoro-phenyl]-1-methyl-1,2,4-triazol-3-yl]-4-methyl-chroman-8-yl]prop-2-enoate FC1=C2C=CNC2=CC(=C1OC=1C=CC(=C(C1)C1=NC(=NN1C)[C@@]1(CCOC2=C(C=CC=C12)/C=C/C(=O)OCC)C)F)F |r|